1-(4-(8-((4-((3,5-dimethyl-3H-imidazo[4,5-b]pyridin-6-yl)oxy)-3-methylphenyl)amino)pyrimido[5,4-d]pyrimidin-2-yl)piperazin-1-yl)prop-2-en-1-one CN1C=NC=2C1=NC(=C(C2)OC2=C(C=C(C=C2)NC2=NC=NC1=C2N=C(N=C1)N1CCN(CC1)C(C=C)=O)C)C